2-(4-(7-(tert-butoxycarbonyl)-2,7-diazaspiro[3.5]non-2-yl)pyrimidin-5-yloxy)-5-fluorobenzoic acid C(C)(C)(C)OC(=O)N1CCC2(CN(C2)C2=NC=NC=C2OC2=C(C(=O)O)C=C(C=C2)F)CC1